1,2-diiodothio-3-dimethylaminopropane ISCC(CN(C)C)SI